ClC=1C=CC(=C(C1)[C@H]1C[C@H](C1)NC(=O)C=1N=NN(C1)[C@H](C)C=1N=C(N(C1C)C)N1C([C@@H]2C[C@@H]2C1)=O)C#N N-((cis)-3-(5-chloro-2-cyanophenyl)cyclobutyl)-1-((R)-1-(1,5-dimethyl-2-((1R,5S)-2-oxo-3-azabicyclo[3.1.0]hexan-3-yl)-1H-imidazol-4-yl)ethyl)-1H-1,2,3-triazole-4-carboxamide